ClC1=C2C(=NC=C1OC=1C=NN3C1C=NC=C3)N=C(N2C)NC2=CC(=CC(=C2)C(F)(F)F)OC2CN(C2)C 7-chloro-1-methyl-N-(3-((1-methylazetidin-3-yl)oxy)-5-(trifluoromethyl)phenyl)-6-(pyrazolo[1,5-a]pyrazin-3-yloxy)-1H-imidazo[4,5-b]pyridin-2-amine